[C@@H]12N[C@@H]([C@@H](CC1)C2)C(=O)N2CC(C2)C(=O)C2=CN(C=1N=NC=CC12)C1=C(C(=O)N(C(C)C)C(C)C)C=C(C=C1)F 2-(5-(1-((1R,3S,4S)-2-Azabicyclo[2.2.1]heptane-3-carbonyl)azetidine-3-carbonyl)-7H-pyrrolo[2,3-c]pyridazin-7-yl)-5-fluoro-N,N-diisopropylbenzamide